O.NC1=C(C=CC=C1)S(=O)(=O)O 2-aminobenzenesulfonic acid hydrate